4-bromo-4'-fluorobiphenyl BrC1=CC=C(C=C1)C1=CC=C(C=C1)F